(2S)-2-amino-3,3-dicyclopropyl-N-[6-(3,5-dimethyl-1H-pyrazol-4-yl)-5-methoxy-3-pyridyl]propenamide hydrochloride Cl.NC(C(=O)NC=1C=NC(=C(C1)OC)C=1C(=NNC1C)C)=C(C1CC1)C1CC1